6-fluoro-5-[[(4R)-1,3,3-trimethyl-4-piperidyl]amino]-1,3-benzothiazole-2-carbonitrile FC1=CC2=C(N=C(S2)C#N)C=C1N[C@H]1C(CN(CC1)C)(C)C